7-(3-Bromophenyl)-7-((trimethylsilyl)oxy)-6,7-dihydro-5H-cyclopenta[d]pyridin-5-One BrC=1C=C(C=CC1)C1(CC(C2=CC=NC=C21)=O)O[Si](C)(C)C